N-(2-methylbenzyl)-3,8-diazabicyclo[3.2.1]Octane-8-carboxamide CC1=C(CNC(=O)N2C3CNCC2CC3)C=CC=C1